2,5-dimethyl-3-isopropylpyrazine CC1=NC=C(N=C1C(C)C)C